CN(C1=NC=CC(=N1)N)C1CCNCC1 N2-methyl-N2-(piperidin-4-yl)pyrimidine-2,4-diamine